COC=1C=C(C=NC1)C(C(=O)O)CN1N=CC=C1CCCC1=NC=2NCCCC2C=C1 (5-methoxypyridin-3-yl)-3-(5-(3-(5,6,7,8-tetrahydro-1,8-naphthyridin-2-yl)propyl)-1H-pyrazol-1-yl)propanoic acid